(1-pyrazin-2-ylethyl)-5-[4-(trifluoromethyl)phenoxy]Naphthalene-2-carboxamide N1=C(C=NC=C1)C(C)C1=C(C=CC2=C(C=CC=C12)OC1=CC=C(C=C1)C(F)(F)F)C(=O)N